FC1=C(C=CC=C1C[C@@H]1N(CC([C@@H]1NS(=O)(=O)CC)(F)F)C(=O)N(C)C)C1=CC(=CC(=C1)C)F (2S,3R)-2-[(2,3'-difluoro-5'-methyl[1,1'-biphenyl]-3-yl)methyl]-3-[(ethanesulfonyl)-amino]-4,4-difluoro-N,N-dimethyl-pyrrolidine-1-carboxamide